2-(tert-butyl)-1'-(2-(cyclobutylamino)quinoline-7-carbonyl)-5H-spiro[benzo[d]thiazole-6,4'-piperidin]-4(7H)-one C(C)(C)(C)C=1SC2=C(N1)C(CC1(CCN(CC1)C(=O)C1=CC=C3C=CC(=NC3=C1)NC1CCC1)C2)=O